2,6-diallylphenol C(C=C)C1=C(C(=CC=C1)CC=C)O